2-(methoxymethyl)cyclopent-1,3-diene COCC1=CCC=C1